FC(COC1=NC(=NN2C1=C(C=C2)C=2C=C1N=CC=NC1=CC2)NC2CCC(CC2)(O)C)F (1s,4s)-4-((4-(2,2-difluoroethoxy)-5-(quinoxalin-6-yl)pyrrolo[2,1-f][1,2,4]triazin-2-yl)amino)-1-methylcyclohexan-1-ol